5-chloro-7-azaindole ClC=1C=C2C=CNC2=NC1